FC1=CC2=C(N(C3=CC(=CC=C23)O)CCN2CCOCC2)C(=N1)C 3-fluoro-1-methyl-9-(2-morpholinoethyl)-9H-pyrido[3,4-b]indol-7-ol